C1(=CC=CC=C1)C1=NC(=CC(=C1)C1=CC=C(C=C1)[N+](=O)[O-])C1=CC=CC=C1 2,6-diphenyl-4-(4-nitrophenyl)pyridine